5-(2-fluoro-6-hydroxy-3-(3-(isopentylamino)pyrrolidin-1-yl)phenyl)-1,2,5-thiadiazolidin-3-one 1,1-dioxide FC1=C(C(=CC=C1N1CC(CC1)NCCC(C)C)O)N1CC(NS1(=O)=O)=O